1-(4-(1-(5-methoxy-2-(1-methyl-1H-pyrazol-4-yl)-4-nitrophenyl)piperidin-4-yl)piperazin-1-yl)-2-(pyrrolidin-3-yl)ethan-1-one COC=1C(=CC(=C(C1)N1CCC(CC1)N1CCN(CC1)C(CC1CNCC1)=O)C=1C=NN(C1)C)[N+](=O)[O-]